C(C1=CC=CC=C1)(=O)N1CC(N(CC1)C1CC2(C1)CCN(CC2)C(=O)OC(C)(C)C)C2=C(C=CC=C2)C(C)C tert-butyl 2-(4-benzoyl-2-(2-isopropylphenyl) piperazin-1-yl)-7-azaspiro[3.5]nonane-7-carboxylate